C(C)(C)(C)C1=CC=C(OC2=C(C(=CC=C2)F)Br)C=C1 1-(4-t-butylphenoxy)-2-bromo-3-fluorobenzene